3-Methylpyrrole-2,4-dicarboxylic Acid CC1=C(NC=C1C(=O)O)C(=O)O